(7,8-Dichloro-4-(1H-Pyrazol-4-Yl)Quinolin-2-Yl)Glycine ClC1=CC=C2C(=CC(=NC2=C1Cl)NCC(=O)O)C=1C=NNC1